2-isopropylpiperazin C(C)(C)C1NCCNC1